COC(=O)N1[C@H](CCC2=C3C(=CC=C12)N(C(=N3)CC[C@H]3OCCCC3)C3CCCCC3)C (1S,3R)-3-((S)-6-(Methoxycarbonyl)-7-methyl-2-(2-((S)-tetrahydro-2H-pyran-2-yl)ethyl)-6,7,8,9-tetrahydro-3H-imidazo[4,5-f]chinolin-3-yl)cyclohexan